C1(CC1)N(C(=O)C1=NN2C(CNCCC2)=C1)C N-cyclopropyl-N-methyl-5,6,7,8-tetrahydro-4H-pyrazolo[1,5-a][1,4]diazepine-2-carboxamide